(1r,4r)-N1-(5-chloro-4-(5-(cyclopropylmethyl)-1-methyl-1H-pyrazol-4-yl)pyrimidin-2-yl)-N4-(2,2,2-trifluoroethyl)cyclohexane-1,4-diamine ClC=1C(=NC(=NC1)NC1CCC(CC1)NCC(F)(F)F)C=1C=NN(C1CC1CC1)C